F[C@H]1C[C@H](N2N=C(N=C21)S(=O)(=O)[C@H]2[C@@H](C2)C#N)C2=CC=CC=C2 trans-2-[[(5s,7s)-7-fluoro-5-phenyl-6,7-dihydro-5H-pyrrolo[1,2-b][1,2,4]triazol-2-yl]sulfonyl]cyclopropanecarbonitrile